Cl.N1=CC=CC=C1 pyridine, hydrochloride